The molecule is a pyridinemonocarboxylic acid that is pyridine in which the hydrogen at position 3 is replaced by a carboxy group. It has a role as an antidote, an antilipemic drug, a vasodilator agent, a metabolite, a B vitamin, an EC 3.5.1.19 (nicotinamidase) inhibitor, an Escherichia coli metabolite and a mouse metabolite. It is a pyridinemonocarboxylic acid and a pyridine alkaloid. It is a conjugate acid of a nicotinate. C1=CC(=CN=C1)C(=O)O